OC1=NC(N=N1)=C1N=NC=N1 hydroxyl-bis-triazole